FC(OC1=C(C=CC(=C1F)F)[C@H]1[C@@H](O[C@]([C@H]1C)(C(F)(F)F)C)C(=O)NC1=CC(=[N+](C=C1)[O-])C(=O)N)F (2R,3S,4S,5R)-4-[[3-[2-(difluoromethoxy)-3,4-difluoro-phenyl]-4,5-dimethyl-5-(trifluoromethyl)tetrahydrofuran-2-carbonyl]amino]-1-oxido-pyridin-1-ium-2-carboxamide